CC1=CC(=NC(=N1)N1CCC2(CC1)C(C1=CC=CC=C1C2)=O)C#N 6-methyl-2-{1-oxo-1,3-dihydrospiro[indene-2,4'-piperidin]-1'-yl}pyrimidine-4-carbonitrile